C(C)N1CN(C(N(C1)CO)=O)CO 5-ethyl-1,3-bis(hydroxymethyl)-perhydro-1,3,5-triazine-2-one